FC1=CC=C(C=C1)C=1C=C2C=CN(C2=C(C1)C(=O)N[C@@H](C)C1=CC=C(C(=O)O)C=C1)CC1=CC2=CC=CC=C2C=C1 (S)-4-(1-(5-(4-fluorophenyl)-1-(naphthalen-2-ylmethyl)-1H-indole-7-carboxamido)ethyl)benzoic acid